4-(2-aminophenoxy)butane-1-sulfonic acid NC1=C(OCCCCS(=O)(=O)O)C=CC=C1